ClC=1C=NC(=C2C=CC(N(C12)C1=C(C=CC=C1Cl)Cl)C)N1N=CN=C1 8-chloro-1-(2,6-dichlorophenyl)-2-methyl-5-(1H-1,2,4-triazol-1-yl)-1,6-naphthyridine